The molecule is levorphanol in which a hydrogen at position 14 of the morphinan skeleton is substituted by hydroxy and one of the hydrogens of the N-methyl group is substituted by cyclopropyl. A semi-synthetic opioid agonist-antagonist analgesic, it is used as its (S,S)-tartaric acid salt for relief or moderate to severe pain. It has a role as an opioid analgesic, a mu-opioid receptor agonist, a kappa-opioid receptor agonist and an antitussive. C1CC[C@]2([C@H]3CC4=C([C@]2(C1)CCN3CC5CCC5)C=C(C=C4)O)O